O=C1NC(CCC1N1C(C2=CC=C(C=C2C1=O)N1C2CN(C(C1)CC2)CC2CCN(CC2)CCOC2=CC=C(C=C2)C(=C(CC)C2=CC=CC=C2)C2=CC=CC=C2)=O)=O 2-(2,6-dioxopiperidin-3-yl)-5-(5-((1-(2-(4-(1,2-diphenylbut-1-en-1-yl)phenoxy)ethyl)piperidin-4-yl)methyl)-2,5-diazabicyclo[2.2.2]octan-2-yl)isoindoline-1,3-dione